ClC=1C=C(C=C(C1)Cl)C1=CC=C(C(=N1)C1=NC=2N(C=C1)N=C(C2)C(F)(F)F)S(=O)(=O)CC 5-(6-(3,5-dichlorophenyl)-3-(ethylsulfonyl)pyridin-2-yl)-2-(trifluoromethyl)pyrazolo[1,5-a]pyrimidine